1-((thioureidoimino)methyl)-2,3-difluorobenzene N(C(=S)N)N=CC1=C(C(=CC=C1)F)F